1,2'-dimethyl-6'-((2R,4S)-2-methyltetrahydro-2H-pyran-4-yl)-5',6'-dihydro-7'H-spiro[azetidine-3,8'-pyrido[4,3-d]pyrimidin]-7'-one CN1CC2(C(N(CC3=C2N=C(N=C3)C)[C@@H]3C[C@H](OCC3)C)=O)C1